OC1=C2C(=CNC2=CC=C1)CN=C=S 4-hydroxyindol-3-ylmethyl isothiocyanate